ClC1=CC=C(C(=N1)C(=O)O)N[C@H](C)C1=CC(=CC=2C(C(=C(OC21)C2=CC=CC=C2)I)=O)C 6-chloro-3-[[(1R)-1-(3-iodo-6-methyl-4-oxo-2-phenyl-benzopyran-8-yl)ethyl]amino]pyridine-2-carboxylic acid